N-[2-[6,7-dichloro-4-(cyanomethoxy)-3-(1H-pyrazol-4-yl)indol-1-yl]ethyl]methanesulfonamide ClC1=CC(=C2C(=CN(C2=C1Cl)CCNS(=O)(=O)C)C=1C=NNC1)OCC#N